4-(tert-butyl)-2-methylphenyl triflate O(S(=O)(=O)C(F)(F)F)C1=C(C=C(C=C1)C(C)(C)C)C